neododecanoic acid C(CCCCCCCC(C)(C)C)(=O)O